hydroxy-N,N,2-trimethyl-1H-benzo[d]imidazole-6-carboxamide ON1C(=NC2=C1C=C(C=C2)C(=O)N(C)C)C